CC1C(CCC(C1C)C)=O 2,3,4-trimethylcyclohexanone